1-Methylvinyl-acetat CC(=C)CC(=O)[O-]